N1CCC(CC1)CCCCCCCCCCCN 11-(piperidin-4-yl)undecan-1-amine